methyl docos-13-enoate C(CCCCCCCCCCCC=CCCCCCCCC)(=O)OC